2,6-bis(2'-ethyloxyphenyl)-4-(4'-dimethylaminophenyl)pyridine C(C)OC1=C(C=CC=C1)C1=NC(=CC(=C1)C1=CC=C(C=C1)N(C)C)C1=C(C=CC=C1)OCC